N[C@@H]1C2=CC(=C(C=C2CC12CCN(CC2)C2=NC(=C(N=C2)C=2C=CC=C1C=NNC21)C#N)F)C(=O)N (S)-1-amino-1'-(6-cyano-5-(1H-indazol-7-yl)pyrazin-2-yl)-5-fluoro-1,3-dihydrospiro[indene-2,4'-piperidine]-6-carboxamide